6,7,8,9,10,11,12,13,14,15,16,17-dodecahydro-3H-cyclopenta[a]phenanthrene-17-propionate C1=CCC=C2CCC3C4CCC(C4CCC3C12)CCC(=O)[O-]